C1(CC1)S(=O)(=O)N1N=CC(=C1)C1=NC=CC(=N1)NC1=CC(=C(C=N1)C1=NC=C(C=C1)C(C)(C)O)NC1CCN(CC1)CCF 2-(6'-((2-(1-(Cyclopropylsulfonyl)-1H-pyrazol-4-yl)pyrimidin-4-yl)amino)-4'-((1-(2-fluoroethyl)piperidin-4-yl)amino)-[2,3'-bipyridin]-5-yl)propan-2-ol